C1(CC1)NC(=O)C=1C=CC(=C(C1)C=1C=NN(C1)C1=CN=C2N1C=C(C=C2)C(=O)O)C 3-[4-(5-Cyclopropylcarbamoyl-2-methyl-phenyl)-pyrazol-1-yl]-imidazo[1,2-a]pyridine-6-carboxylic acid